FC(C(=C(C(F)(F)F)F)C(F)(F)F)(F)F perfluoro-2-methyl-2-butene